C(CCCC(=O)[O-])(=O)OC(C)(C)C mono-tertiary butyl glutarate